(5-fluoropyridin-3-yl)benzamide FC=1C=C(C=NC1)C1=C(C(=O)N)C=CC=C1